methyl-5-((diisopropylamino)methyl)-2-fluoro-4-(2-methoxypyridin-4-yl)benzoic acid CC=1C(=C(C(=O)O)C=C(C1C1=CC(=NC=C1)OC)CN(C(C)C)C(C)C)F